2-[5-[2-(2,2-Dimethylpropanoylamino)-4-pyridinyl]-4-(4-fluorophenyl)imidazol-1-yl]acetic acid CC(C(=O)NC1=NC=CC(=C1)C1=C(N=CN1CC(=O)O)C1=CC=C(C=C1)F)(C)C